N,N-dimethylaminomethylborane CN(C)CB